C(C)(C)(C)OC(=O)N[C@H]1CC(CN(C1)C(=O)OCC1=CC=CC=C1)(C)C benzyl (5S)-5-(tert-butoxycarbonylamino)-3,3-dimethyl-piperidine-1-carboxylate